TERT-BUTYL N-[2-[2-[2-[2-[2-[2-(2-BROMO-4-CHLOROPHENOXY)ETHOXY]ETHOXY]ETHOXY]ETHOXY]ETHOXY]ETHYL]CARBAMATE BrC1=C(OCCOCCOCCOCCOCCOCCNC(OC(C)(C)C)=O)C=CC(=C1)Cl